(Z)-1-(2-chloro-2-(4'-chloro-[1,1'-biphenyl]-4-yl)vinyl)-1H-1,2,4-triazole Cl\C(=C/N1N=CN=C1)\C1=CC=C(C=C1)C1=CC=C(C=C1)Cl